OC1=CC=C2[C@H]([C@H](COC2=C1)C1=CC=CC=C1)C1=CC=C(C=C1)N1CCC2(CC(C2)CN2CCC(CC2)C2=CC3=C(N(C(N3C)=O)C3C(NC(CC3)=O)=O)C=C2)CC1 3-(5-(1-((7-(4-((3S,4R)-7-hydroxy-3-phenylchroman-4-yl)phenyl)-7-azaspiro[3.5]nonan-2-yl)methyl)piperidin-4-yl)-3-methyl-2-oxo-2,3-dihydro-1H-benzo[d]imidazol-1-yl)piperidine-2,6-dione